N-(4-(2-Amino-2-oxoethoxy)-2,6-dimethylphenyl)-4-(2,5-dichlorophenyl)pyrimidine-2-carboxamide NC(COC1=CC(=C(C(=C1)C)NC(=O)C1=NC=CC(=N1)C1=C(C=CC(=C1)Cl)Cl)C)=O